N-(2,4-dimethoxybenzyl)-3-methoxy-4-(2-(methyl-d3)-2H-1,2,3-triazol-4-yl)pyridin-2-amine COC1=C(CNC2=NC=CC(=C2OC)C2=NN(N=C2)C([2H])([2H])[2H])C=CC(=C1)OC